4,4'-diamino-3-methyl-biphenyl NC1=C(C=C(C=C1)C1=CC=C(C=C1)N)C